C(CCCC)C1=C(C=C(C=C1)C1C(CCC=C1)C(=C)C)C(=O)[O-] 4-pentyl-2'-(prop-1-en-2-yl)-1',2',3',4'-tetrahydro-[1,1'-biphenyl]-3-carboxylate